C(C=C)N1N(C2=NC(=NC=C2C1=O)NC1=CC2=CN(N=C2C=C1)C(C)(C)C)C1=NC(=CC=C1)OC1CCNCC1 2-allyl-6-((2-(tert-butyl)-2H-indazol-5-yl)amino)-1-(6-(piperidin-4-yloxy)pyridin-2-yl)-1,2-dihydro-3H-pyrazolo[3,4-d]pyrimidin-3-one